1-(2-((4-(4-Isopropoxypyridin-2-yl)thiazol-2-yl)amino)-5-(trifluoromethyl)pyridin-3-yl)pyrrolidin-2-one C(C)(C)OC1=CC(=NC=C1)C=1N=C(SC1)NC1=NC=C(C=C1N1C(CCC1)=O)C(F)(F)F